sodium t-butanolate C(C)(C)(C)[O-].[Na+]